8-ISOCYANO-OCTANOIC ACID METHYL ESTER COC(CCCCCCC[N+]#[C-])=O